C(C1=CC=CC=C1)NC1=C2C(NC(=NC2=CC=C1)C)=O 5-(benzylamino)-2-methyl-4-oxoquinazolin